2-(N-acetyl-3,5-difluoro-anilino)-N-[(1R)-2,2-dimethylcyclobutyl]-5-methyl-thiazole-4-carboxamide C(C)(=O)N(C1=CC(=CC(=C1)F)F)C=1SC(=C(N1)C(=O)N[C@H]1C(CC1)(C)C)C